N-((3R,4R)-1-(cyclopropylsulfonyl)-3-fluoropiperidin-4-yl)-5-fluoro-7-(2,4,6-trifluorophenyl)pyrrolo[2,1-f][1,2,4]triazin-2-amine C1(CC1)S(=O)(=O)N1C[C@H]([C@@H](CC1)NC1=NN2C(C=N1)=C(C=C2C2=C(C=C(C=C2F)F)F)F)F